4-[[4-(4-fluorophenyl)-7-hydroxy-3-tetrahydropyran-4-yl-2-quinolinyl]oxy]benzoic acid FC1=CC=C(C=C1)C1=C(C(=NC2=CC(=CC=C12)O)OC1=CC=C(C(=O)O)C=C1)C1CCOCC1